(+)-(R)-tert-Butyl 3-(4-aminophenyl)piperidine-1-carboxylate NC1=CC=C(C=C1)[C@@H]1CN(CCC1)C(=O)OC(C)(C)C